(1S,2S)-2-(((6-(4-((((R)-1-(2-chlorophenyl)ethoxy)carbonyl)amino)-3-methylisoxazol-5-yl)-2-methylpyridin-3-yl)oxy)methyl)cyclohexane-1-carboxylic acid ClC1=C(C=CC=C1)[C@@H](C)OC(=O)NC=1C(=NOC1C1=CC=C(C(=N1)C)OC[C@@H]1[C@H](CCCC1)C(=O)O)C